ClC=1C=NN(C1)C(C(=O)NN1C=NC2=C(C1=N)SC1=C2C(=CC(=N1)C(F)(F)F)C=1C=NN(C1C)C)C 2-(4-Chloro-1H-pyrazol-1-yl)-N-(9-(1,5-dimethyl-1H-pyrazol-4-yl)-4-imino-7-(trifluoromethyl)pyrido[3',2':4,5]thieno[3,2-d]pyrimidin-3(4H)-yl)propionamide